[Br-].C1(=CC=CC=C1)P(C1=CC=CC=C1)C1=CC=CC=C1.C1(=CC=CC=C1)P(C1=CC=CC=C1)C1=CC=CC=C1.C1(=CC=CC=C1)P(C1=CC=CC=C1)C1=CC=CC=C1.[Cu+] copper (I) tris(triphenylphosphine) bromide